1-ethyl-4-(methoxycarbonyl)pyridinium C(C)[N+]1=CC=C(C=C1)C(=O)OC